C(C)(C)(C)OC(=O)NCCCOC1=C(C=C(C=C1)C)[C@@]1([C@@H](C1)C1=NC(=CC=C1)OCC)C(=O)O (1R,2R)-1-[2-[3-(tert-butoxycarbonylamino)propoxy]-5-methyl-phenyl]-2-(6-ethoxy-2-pyridyl)cyclopropanecarboxylic acid